ClC=1C=C(C(=NC1)C1CCNCC1)C 5-chloro-3-methyl-2-(4-piperidinyl)pyridine